(isopropylamino)-3-phenylpropan-2-ol C(C)(C)NCC(CC1=CC=CC=C1)O